(2S,5'R)-7-chloro-3',4,6-trimethoxy-5'-methyl-spiro[benzofuran-2,4'-cyclohex-2-ene]-1',3-dione ClC1=C(C=C(C=2C([C@]3(C(=CC(C[C@H]3C)=O)OC)OC21)=O)OC)OC